N-[(3R)-1-methylpiperidin-3-yl]-1-[2-(pyridin-3-yl)-4-(trifluoromethyl)phenyl]pyrido[3,4-d]pyridazin-4-amine CN1C[C@@H](CCC1)NC=1N=NC(=C2C1C=NC=C2)C2=C(C=C(C=C2)C(F)(F)F)C=2C=NC=CC2